4-tert-butyl 1-(prop-2-en-1-yl) (2S)-2-(1,1,3-trioxo-6,6-diphenyl-1,3-dihydro-2H,6H-1λ6-[1,3]dioxolo[4,5-f][1,2]benzothiazol-2-yl)butanedioate O=S1(N(C(C2=C1C=C1C(=C2)OC(O1)(C1=CC=CC=C1)C1=CC=CC=C1)=O)[C@H](C(=O)OCC=C)CC(=O)OC(C)(C)C)=O